tert-butyl (4-((6-pentanamidothieno[3,2-b]pyridin-7-yl)amino)butyl)carbamate C(CCCC)(=O)NC=1C(=C2C(=NC1)C=CS2)NCCCCNC(OC(C)(C)C)=O